FC=1C=NN(C1)C1=CC=C(C=N1)C(C)NC (1-(6-(4-fluoro-1H-pyrazol-1-yl)pyridin-3-yl)ethyl)(methyl)amine